tert-butyl 2-[7-[2-cyano-6-fluoro-3-[[(3s)-3-methoxypyrrolidin-1-yl]sulfonylamino]phenoxy]quinoxalin-2-yl]-7-azaspiro[3.5]nonane-7-carboxylate C(#N)C1=C(OC2=CC=C3N=CC(=NC3=C2)C2CC3(C2)CCN(CC3)C(=O)OC(C)(C)C)C(=CC=C1NS(=O)(=O)N1C[C@H](CC1)OC)F